(S)-6-((6'-Chloro-3-fluoro-4'-((4-hydroxybutan-2-yl)amino)-[2,3'-bipyridin]-5-yl)methyl)-2-thia-6-azaspiro[3.3]heptane 2,2-dioxide ClC1=CC(=C(C=N1)C1=NC=C(C=C1F)CN1CC2(CS(C2)(=O)=O)C1)N[C@@H](C)CCO